OCC1=C2C=CNC2=CC=C1OC=1C=C(C(=N)N)C=CC1 3-((4-(hydroxymethyl)-1H-indol-5-yl)oxy)benzamidine